4'-cyano-biphenyl C(#N)C1=CC=C(C=C1)C1=CC=CC=C1